5-[(2R)-2-{[(2-ethylbutyl)amino]methyl}-4-fluoro-6-hydroxy-2,3-dihydro-1H-indol-5-yl]-1λ6,2,5-thiadiazolidine-1,1,3-trione C(C)C(CNC[C@@H]1NC2=CC(=C(C(=C2C1)F)N1CC(NS1(=O)=O)=O)O)CC